C(C)O[Si](O)(O)O.FC(C1=CC=C(C=C1)[C@@H]1CC(CC1)=O)(F)F (S)-3-(4-(trifluoromethyl)phenyl)cyclopentanone ethyl-silicate